FC1=C(C=CC(=C1F)NS(=O)(=O)CC1=CC=CC=C1)C1=CC2=C(N=C(N=C2)N[C@@H]2CN(C[C@H](C2)F)C(=O)OCC2=CC=CC=C2)N=C1OC(C(F)F)C benzyl (3S,5S)-3-((6-(2,3-difluoro-4-((phenylmethyl)sulfonamido)phenyl)-7-((1,1-difluoropropan-2-yl)oxy)pyrido[2,3-d]pyrimidin-2-yl)amino)-5-fluoropiperidine-1-carboxylate